S1C(=CC=C1)CC(=O)OC1=CC(C)=CC=C1C(C)C Thymyl thiophen-2-ylacetate